C(CCCC)C=1[C@@H](CCC1)OCCCC=O |r| (±)-4-[(2-pentyl-2-cyclopenten-1-yl)oxy]butanal